piperidine-4-thiocarboxylic acid S-ethyl ester C(C)SC(=O)C1CCNCC1